FC=1C(=NC=C(C1)F)C(OC1=CC(N(C(=C1)C)C1=CC=NC=C1C)=O)([2H])[2H] 4-((3,5-difluoropyridin-2-yl)methoxy-d2)-5',6-dimethyl-2-oxo-2H-[1,4'-bipyridin]